phenylsulfonyl-(2,4,6-triethylphenylsulfonyl)diazomethane C1(=CC=CC=C1)S(=O)(=O)C(=[N+]=[N-])S(=O)(=O)C1=C(C=C(C=C1CC)CC)CC